N-(2-(3-((4-(trifluoromethyl)phenyl)amino)pyrazin-2-yl)-2-azaspiro[3.3]heptan-6-yl)acrylamide FC(C1=CC=C(C=C1)NC=1C(=NC=CN1)N1CC2(C1)CC(C2)NC(C=C)=O)(F)F